N-(6-Methyl-2-benzothiazolyl)-2-[(3,4,6,7-tetrahydro-4-oxo-3-phenylthieno[3,2-d]pyrimidin-2-yl)thio]acetamide CC1=CC2=C(N=C(S2)NC(CSC=2N(C(C3=C(N2)CCS3)=O)C3=CC=CC=C3)=O)C=C1